allyl (S)-(5-(benzyloxy)-2-(6-(((tert-butyldimethylsilyl)oxy)methyl)-4-(pyrimidin-5-yl)-1,2,3,6-tetrahydropyridine-1-carbonyl)-4-methoxyphenyl)carbamate C(C1=CC=CC=C1)OC=1C(=CC(=C(C1)NC(OCC=C)=O)C(=O)N1CCC(=C[C@H]1CO[Si](C)(C)C(C)(C)C)C=1C=NC=NC1)OC